N=1C=C(N2N=CC=CC21)NC(=O)C2=CC1=CN(N=C1C=C2OC)C2CCC(CC2)CI N-(Imidazo[1,2-b]pyridazin-3-yl)-2-((1r,4r)-4-(iodomethyl)cyclohexyl)-6-methoxy-2H-indazole-5-carboxamide